C(C)OC=1C=C(C=C(C1)OCC)C1=CC(=NN1)C(=O)OC Methyl 5-(3,5-diethoxyphenyl)-1H-pyrazole-3-carboxylate